C1(CCCC1)N1C(C(N(CC1)CC=1SC(=NN1)N1CCCC1)=O)=O 1-cyclopentyl-4-((5-(pyrrolidin-1-yl)-1,3,4-thiadiazol-2-yl)methyl)piperazine-2,3-dione